C12(CC3CC(CC(C1)C3)C2)CS(=O)(=O)NC(C2=CC=C(C=C2)N2CCN(CC2)C(=O)C=2C=NC=C(C2)C#CC=2C=NC=C(C2)O)=O N-(1-Adamantylmethylsulfonyl)-4-[4-[5-[2-(5-hydroxypyridin-3-yl)ethynyl]pyridine-3-carbonyl]piperazin-1-yl]benzamide